C1(CC1)C1=CC=C(S1)B(O)O 5-(CYCLOPROPYL)THIOPHENE-2-BORONIC ACID